(2S,3R)-3-hydroxy-2-methylazetidinium ((1R,4R)-7,7-dimethyl-2-oxobicyclo[2.2.1]heptan-1-yl)methanesulfonate CC1([C@]2(C(C[C@H]1CC2)=O)CS(=O)(=O)[O-])C.O[C@H]2[C@@H]([NH2+]C2)C